C(C)(=O)C1=CC(=NN1[C@H](CNC(OCCCC)=O)C)Br butyl N-[(2S)-2-(5-acetyl-3-bromo-pyrazol-1-yl)propyl]carbamate